Bis(glycidyloxy)benzol C(C1CO1)OC1=C(C=CC=C1)OCC1CO1